Cl.N[C@@H](CO)C1=NC=C(C=C1)S(=O)(=O)CC (R)-2-amino-2-(5-(ethylsulfonyl)pyridin-2-yl)ethanol hydrochloride